tert-butyl (E)-2-((2r,6s)-2,6-dimethyltetrahydro-4H-pyran-4-ylidene)hydrazine-1-carboxylate C[C@H]1O[C@H](CC(C1)=NNC(=O)OC(C)(C)C)C